N1C(CC2=CC=CC=C12)C1CNC2=CC=CC=C12 2,3'-biindolinyl